BrC1=CC=C(C=C1)N1C(C=2C(C1=O)=CC=CC2)=O N-(p-bromophenyl)phthalimide